CC(C)(C#C[Se]C1=CC=CC=C1)O 2-methyl-4-(phenylseleno)-3-butyn-2-ol